1-methoxy-3-((8-(4-(trifluoromethyl)phenyl)pyrido[2,3-d]pyridazin-5-yl)amino)propan-2-ol COCC(CNC1=C2C(=C(N=N1)C1=CC=C(C=C1)C(F)(F)F)N=CC=C2)O